O=C1NC(CCC1N1C(N(C2=C1C=CC=C2CCCCCCCCCCCNC(OC(C)(C)C)=O)C)=O)=O tert-butyl N-[11-[1-(2,6-dioxo-3-piperidyl)-3-methyl-2-oxo-benzimidazol-4-yl] undecyl]carbamate